3-chloro-5-(2-(4-ethynylphenyl)propan-2-yl)-2-methoxybenzonitrile ClC=1C(=C(C#N)C=C(C1)C(C)(C)C1=CC=C(C=C1)C#C)OC